methyl N-[4-[6-[(4-chlorophenyl)-methyl-carbamoyl]-5-methyl-imidazo[1,2-a]pyridin-3-yl]phenyl]carbamate ClC1=CC=C(C=C1)N(C(=O)C=1C=CC=2N(C1C)C(=CN2)C2=CC=C(C=C2)NC(OC)=O)C